8-(4-fluoro-2-(hydroxymethyl)phenyl)-1,4-dioxaspiro[4.5]decan-8-ol FC1=CC(=C(C=C1)C1(CCC2(OCCO2)CC1)O)CO